4-[4,4-difluoro-5-(trifluoromethylsulfonyloxy)pentyloxy]benzene-1,2-dicarboxylic acid dimethyl ester COC(=O)C=1C(=CC(=CC1)OCCCC(COS(=O)(=O)C(F)(F)F)(F)F)C(=O)OC